3-tert-Butyl-1,2,4-thiadiazole-5-carboxylic acid C(C)(C)(C)C1=NSC(=N1)C(=O)O